NC1=NC(=NC(=C1NC(=O)C1(COC1)C)N)C1=NN(C2=NC=C(C=C21)F)CC2=C(C=CC=C2F)F N-(4,6-diamino-2-(1-(2,6-difluorobenzyl)-5-fluoro-1H-pyrazolo[3,4-b]pyridin-3-yl)pyrimidin-5-yl)-3-methyl-oxetan-3-carboxamide